FC1(C(CCC1)OC1=C(C=C(C=C1)NC(=O)C=1N=C(OC1CC(F)(F)F)N1CC2(C1)CCOCC2)F)F N-(4-((2,2-difluorocyclopentyl)oxy)-3-fluorophenyl)-2-(7-oxa-2-azaspiro[3.5]nonan-2-yl)-5-(2,2,2-trifluoroethyl)oxazole-4-carboxamide